(R)-1-(7-(6-(bis(4-methoxybenzyl)amino)-3-iodo-4-methylpyridin-2-yl)-8-fluoro-2-(((S)-1-methylpyrrolidin-2-yl)methoxy)pyrido[4,3-d]pyrimidin-4-yl)-3-methylpiperidin-3-ol COC1=CC=C(CN(C2=CC(=C(C(=N2)C2=C(C=3N=C(N=C(C3C=N2)N2C[C@@](CCC2)(O)C)OC[C@H]2N(CCC2)C)F)I)C)CC2=CC=C(C=C2)OC)C=C1